ClC1=C(OCCN2CC(C2)O)C=CC=C1C=1N(C2=NC=NC(=C2N1)OC1(CC1)C)CC1=NC=CC(=C1)C 1-(2-(2-chloro-3-(6-(1-methylcyclopropoxy)-9-((4-methylpyridin-2-yl)methyl)-9H-purin-8-yl)phenoxy)ethyl)azetidin-3-ol